(pyridin-4-yl)-2,7-diazaspiro[4.4]nonane N1=CC=C(C=C1)C1NCCC12CNCC2